5-(4-(6-((5-fluoro-4-(4-fluoro-1-isopropyl-2-methyl-1H-benzo[d]imidazol-6-yl)pyrimidin-2-yl)amino)pyridin-3-yl)piperazin-1-yl)-N-hydroxypentanamide hydrochloride salt Cl.FC=1C(=NC(=NC1)NC1=CC=C(C=N1)N1CCN(CC1)CCCCC(=O)NO)C=1C=C(C2=C(N(C(=N2)C)C(C)C)C1)F